ClC1=C(N(N=C1C(F)(F)F)C1=CC(=CC=C1)C(NC1=CC2=C(OC(O2)(F)F)C=C1)=O)COC1=CC=C(C(=O)OC(C)(C)C)C=C1 tert-butyl 4-[[4-chloro-2-[3-[(2,2-difluoro-1,3-benzodioxol-5-yl)carbamoyl]phenyl]-5-(trifluoromethyl)pyrazol-3-yl]methoxy]benzoate